ClC1=NC=CC=C1.[Na] sodium 2-chloropyridine